NC1=CC2=C(N(N=C2C(=C1C(=O)C1=C(C=CC(=C1)F)Cl)C#N)C)C#C[Si](C(C)C)(C(C)C)C(C)C 5-amino-6-[(2-chloro-5-fluorophenyl)carbonyl]-2-methyl-3-{[tri(prop-2-yl)silyl]ethynyl}indazol-7-carbonitrile